C1=CC=CC=2C3=CC=CC=C3C(C12)COC(=O)N([C@@H]1C(N(CCCCC1)[C@H](C(=O)N(CC(=O)O)C)CC1=CC=C(C=C1)C(F)(F)F)=O)C N-((S)-2-((S)-3-((((9H-fluoren-9-yl)methoxy)carbonyl)(methyl)amino)-2-oxoazocan-1-yl)-3-(4-(trifluoromethyl)phenyl)propanoyl)-N-methylglycine